CNC(=O)C=1C=NNC1 N-methyl-pyrazole-4-carboxamide